COC=1C=C2CCN(CC2=CC1C(=O)N)CCS(=O)(=O)C 6-methoxy-2-(2-(methylsulfonyl)ethyl)-1,2,3,4-tetrahydroisoquinoline-7-carboxamide